3-(2-(octanoyloxy)-2,2-diphenylacetoxy)spiro[bicyclo[3.2.1]octane-8,1'-pyrrolidin]-8-ium chloride [Cl-].C(CCCCCCC)(=O)OC(C(=O)OC1CC2CCC(C1)[N+]21CCCC1)(C1=CC=CC=C1)C1=CC=CC=C1